(E)-phenethyl 3-(2,5-dimethoxyphenyl)acrylate COC1=C(C=C(C=C1)OC)/C=C/C(=O)OCCC1=CC=CC=C1